C12(CC(C1)C2)CNCC=2C=CC=1N(C2)C=C(N1)CNC(=O)C=1N=C2N(C(C1)=O)C=CC=C2 N-[[6-[(1-bicyclo[1.1.1]pentanylmethylamino)methyl]imidazo[1,2-a]pyridin-2-yl]methyl]-4-oxo-pyrido[1,2-a]pyrimidine-2-carboxamide